CC1=NC2=C(N1)C=C(C=C2C(NC2CCC(NC21COC1)=O)=O)CNC(OCCCC)=O butyl ((2-methyl-4-((6-oxo-2-oxa-5-azaspiro[3.5]nonan-9-yl)carbamoyl)-1H-benzo[d]imidazol-6-yl)methyl)carbamate